3,5-Bis(2,4-dimethylcyclohex-3-en-1-yl)dihydro-1H-[1,3]oxazolo[3,4-c][1,3]oxazol CC1C(CCC(=C1)C)C1OCC2N1C(OC2)C2C(C=C(CC2)C)C